ClC=1N=C(C=NC1)C.[Na] sodium 5-chloro-3-methylpyrazine